C(CCCCCCCCC)(C(=O)[O-])C(=O)[O-] decandicarboxylat